pyridine-2,4-dicarboxylic acid bis-{[4-(4-carbamimidoyl-piperazin-1-yl)-phenyl]-amide} C(N)(=N)N1CCN(CC1)C1=CC=C(C=C1)NC(=O)C1=NC=CC(=C1)C(=O)NC1=CC=C(C=C1)N1CCN(CC1)C(N)=N